8-{4-[bis-(2-chloroethyl)-amino]-phenyl}-octanoyl chloride ClCCN(C1=CC=C(C=C1)CCCCCCCC(=O)Cl)CCCl